OC(C(CC(=O)O)C)CCCC 4-hydroxy-3-methyloctanoic acid